(N-Acetyl-glycyl)-3-aminopropyltriethoxysilane C(C)(=O)NCC(=O)C(C)O[Si](OCC)(OCC)CCCN